Sodium 3-(trimethylsilyl)-1-propane-1,1,2,2,3,3-d6-sulfonate C[Si](C(C(C(S(=O)(=O)[O-])([2H])[2H])([2H])[2H])([2H])[2H])(C)C.[Na+]